1-ethylpyridinium bis(2-ethylhexyl)sulfosuccinate C(C)C(CC(C(C(=O)[O-])S(=O)(=O)O)(C(=O)[O-])CC(CCCC)CC)CCCC.C(C)[N+]1=CC=CC=C1.C(C)[N+]1=CC=CC=C1